NC1CSCC1 3-aminotetrahydrothiophene